1,2-di(pyridine-2-yl)disulfane N1=C(C=CC=C1)SSC1=NC=CC=C1